CC=1SC(=C(N1)C1=CC=CC=C1)OC1=CC(=NC=C1)NC=1C=C(C=CC1)NS(=O)(=O)C1CC1 N-(3-((4-((2-methyl-4-phenylthiazol-5-yl)oxy)pyridin-2-yl)amino)phenyl)cyclopropanesulfonamide